FC=1C=C(C=CC1)C(C(=O)C1=CC=CC=C1)C 2-(3-fluorophenyl)-1-phenylpropan-1-one